Tert-butyl (S)-2-(cyanomethyl)-4-(2,7-dichloropyrido[2,3-d]pyrimidin-4-yl)piperazine-1-carboxylate C(#N)C[C@@H]1N(CCN(C1)C=1C2=C(N=C(N1)Cl)N=C(C=C2)Cl)C(=O)OC(C)(C)C